tert-butyl 3-[methoxy(methyl)carbamoyl]-8-azabicyclo[3.2.1]octane-8-carboxylate CON(C(=O)C1CC2CCC(C1)N2C(=O)OC(C)(C)C)C